ClC=1C=C(C=C(C1)F)C1=CN(C=2C(C(CCC12)(F)F)O)C(F)(F)F 3-(3-chloro-5-fluorophenyl)-6,6-difluoro-1-trifluoromethyl-4,5,6,7-tetrahydro-1H-indol-7-ol